2-METHOXY-4-METHYLNICOTINALDEHYDE COC1=C(C=O)C(=CC=N1)C